The molecule is a dicarboxylic acid dianion obtained by removal of a proton from both of the carboxylic acid groups of 3-(acetamidomethylidene)-2-(hydroxymethyl)succinic acid. It derives from a succinate(2-). It is a conjugate base of a 3-(acetamidomethylidene)-2-(hydroxymethyl)succinic acid. CC(=O)N/C=C(/C(CO)C(=O)[O-])\\C(=O)[O-]